C(CC)S(=O)(=O)ON=CC ethanone O-(propylsulfonyl) oxime